BrC1=CC2=C(C=3N(C(N=C(C3)Cl)=O)CC2)S1 2-Bromo-9-chloro-4,5-dihydro-7H-thieno[2',3':3,4]pyrido[1,2-c]pyrimidin-7-one